1-(4-(2-(3,4-dimethoxyphenyl)-3-methyl-1H-indol-5-yl)piperidin-1-yl)-2-(dimethylamino)ethanone COC=1C=C(C=CC1OC)C=1NC2=CC=C(C=C2C1C)C1CCN(CC1)C(CN(C)C)=O